((2-methyl-1H-benzo[d]imidazol-6-yl)oxy)-3-(1-(piperidin-4-ylmethyl)-1H-pyrazol-4-yl)quinoxaline-5-carbonitrile CC1=NC2=C(N1)C=C(C=C2)OC2=NC=1C=CC=C(C1N=C2C=2C=NN(C2)CC2CCNCC2)C#N